6-nitro-1H-2,1-benzothiazin-4(3H)-one 2,2-dioxide [N+](=O)([O-])C=1C=CC2=C(C(CS(N2)(=O)=O)=O)C1